chromium sulfamate (amidosulfonate) NS(=O)(=O)[O-].S(N)([O-])(=O)=O.[Cr+2]